tert-butyl 7-(1-(4-methoxybenzyl)-3-methyl-4-nitro-1H-pyrazol-5-yl)-2,3-dihydro-1H-imidazo[1,2-b]pyrazole-1-carboxylate COC1=CC=C(CN2N=C(C(=C2C2=C3N(N=C2)CCN3C(=O)OC(C)(C)C)[N+](=O)[O-])C)C=C1